(2S)-1-[(2S)-2-[(tert-Butoxycarbonyl)amino]-3-[1-(trityl)imidazol-4-yl]propanoyl]pyrrolidine-2-carboxylic acid C(C)(C)(C)OC(=O)N[C@H](C(=O)N1[C@@H](CCC1)C(=O)O)CC=1N=CN(C1)C(C1=CC=CC=C1)(C1=CC=CC=C1)C1=CC=CC=C1